8-((cyclopropylmethyl)sulfonyl)-3-(4-fluorobenzyl)-1,7-dimethyl-1H-purine-2,6(3H,7H)-dione C1(CC1)CS(=O)(=O)C1=NC=2N(C(N(C(C2N1C)=O)C)=O)CC1=CC=C(C=C1)F